O=C1C(NCCC1)CC=1C=C(C=CC1)C1=C(OCCC(=O)O)C=CC=C1 3-[2-[3-[(3-oxo-2-piperidyl)methyl]phenyl]phenoxy]propanoic acid